C(C)(C)(C)NC1=NC=CC=C1 2-(tert-butylamino)pyridin